1-(2-(1H-pyrrolo[2,3-b]pyridin-3-yl)acetylamino)-N-(3,4-dimethoxyphenyl)cyclopentane-1-carboxamide N1C=C(C=2C1=NC=CC2)CC(=O)NC2(CCCC2)C(=O)NC2=CC(=C(C=C2)OC)OC